(((1s,4s)-4-(1H-imidazol-1-yl)cyclohexyl)oxy)-N-(methylsulfonyl)-7-morpholino-1,6-naphthyridine-3-carboxamide N1(C=NC=C1)C1CCC(CC1)OC1=NC2=CC(=NC=C2C=C1C(=O)NS(=O)(=O)C)N1CCOCC1